C(C)(C)(C)OC(=O)N(C)CC=1N=NN(C1)C=1C=C(C=CC1)B(O)O (3-(4-(((tert-Butoxycarbonyl)(methyl)amino)methyl)-1H-1,2,3-triazol-1-yl)phenyl)boronic acid